C(C=C)(=O)OCCCCCCCCCCCCCCOC(C=C)=O 1,14-tetradecanediol diacrylate